C1N(CC12OCCC(C2)C(=O)ON2C(C1=CC=CC=C1C2=O)=O)C(=O)OC(C)(C)C 2-(tert-butyl) 8-(1,3-dioxoisoindolin-2-yl) 5-oxa-2-azaspiro[3.5]nonane-2,8-dicarboxylate